NC1=NC2=CC(=CC=C2C=C1CCCCC)C=1C=C(C=CC1)S(=O)(=O)N1CC(C1)CNC(OCC1=CC=C(C=C1)NC([C@H](CCCNC(=O)N)NC([C@H](C(C)C)N)=O)=O)=O 4-((S)-2-((S)-2-amino-3-methylbutanamido)-5-ureidopentanamido)benzyl ((1-((3-(2-amino-3-pentylquinolin-7-yl)phenyl)sulfonyl)azetidin-3-yl)methyl)carbamate